ClC1=CC=C2C=CC(=NC2=C1)/C=C/C=1C=C(C=CC1)[C@@H](CCC1=C(C=CC=C1)C(C)(C)O)SCC1(CC1)CC(=O)O R-(E)-1-[[[1-[3-[2-(7-chloro-2-quinolinyl)ethenyl]phenyl]-3-[2-(1-hydroxy-1-methylethyl)phenyl]propyl]thio]methyl]cyclopropaneacetic acid